C(C)(=O)O[C@@H](COC1=CC=C(C=C1)C(C)(C)C1=CC(=C(C(=C1)Cl)OC[C@@H](CCl)O)Cl)CN1C=NC=C1 (R)-1-(4-(2-(3,5-dichloro-4-((S)-3-chloro-2-hydroxypropoxy)phenyl)propan-2-yl)phenoxy)-3-(1H-imidazol-1-yl)propan-2-yl acetate